4-[2,6-Dioxo-4-(trifluoromethyl)-3,6-dihydropyrimidin-1(2H)-yl]-5-methoxy-2-(2-methylphenoxy)benzonitrile O=C1N(C(C=C(N1)C(F)(F)F)=O)C1=CC(=C(C#N)C=C1OC)OC1=C(C=CC=C1)C